C1(CC1)C1=CC2=C(N=CN=C2N[C@@H]2[C@H](COC3=CC=CC=C23)OCC(C)(C)OC)N1 6-cyclopropyl-N-[(3R,4S)-3-(2-methoxy-2-methyl-propoxy)chroman-4-yl]-7H-pyrrolo[2,3-d]pyrimidin-4-amine